3-methyl-2-(1-methyl-4-piperidyl)-7-[rac-(3S)-3-methyl-2,3,4,5-tetrahydropyridin-6-yl]quinoline CC=1C(=NC2=CC(=CC=C2C1)C=1CC[C@@H](CN1)C)C1CCN(CC1)C |r|